7-methyl-1-(3-(p-tolyl)prop-2-yn-1-yl)-1H-indole CC=1C=CC=C2C=CN(C12)CC#CC1=CC=C(C=C1)C